ClC1=CC=C(C2=C1C=C(O2)F)COC2=CC=CC(=N2)C2=CCC(CC2)CC(=O)O (4-(6-((4-chloro-2-fluorobenzofuran-7-yl)methoxy)pyridin-2-yl)cyclohex-3-en-1-yl)acetic acid